FC1=C(C(=CC(=C1)C#CC1=CC=CC=C1)F)N1C(C2(N3C1=NC=C3CO)CC2)=O 7'-[2,6-difluoro-4-(2-phenylethynyl)phenyl]-3'-(hydroxymethyl)spiro[cyclopropane-1,5'-imidazo[1,2-a]imidazole]-6'-one